C[C@@H]1CC2=C(C=C(C(=C2C(=O)O1)O)C(=O)N[C@@H](CC3=CC=CC=C3)C(=O)O)Cl The molecule is a phenylalanine derivative resulting from the formal condensation of the amino group of L-phenylalanine with the carboxy group of (3R)-5-chloro-8-hydroxy-3-methyl-1-oxo-3,4-dihydro-1H-2-benzopyran-7-carboxylic acid (ochratoxin alpha). It is among the most widely occurring food-contaminating mycotoxins, produced by Aspergillus ochraceus, Aspergillus carbonarius and Penicillium verrucosum. It has a role as a calcium channel blocker, a mycotoxin, a nephrotoxin, a carcinogenic agent, a teratogenic agent, an Aspergillus metabolite and a Penicillium metabolite. It is a phenylalanine derivative, an organochlorine compound, a member of isochromanes, a monocarboxylic acid amide and a N-acyl-L-phenylalanine. It derives from an ochratoxin alpha.